CN1CC(CC1)NC(=O)C1=CC=2N=C(N=C(C2O1)N1CCOCC1)N1N=CC(=C1)C=1C=C(C=CC1)C N-(1-methylpyrrolidin-3-yl)-4-morpholino-2-(4-(m-tolyl)-1H-pyrazol-1-yl)furo[3,2-d]pyrimidine-6-carboxamide